CC=1C=NC(=NC1)NC1CCC(CC1)C 5-methyl-N-((1r,4r)-4-methylcyclohexyl)pyrimidin-2-amine